2-(tert-Butoxycarbonyl)-2-azaspiro[3.3]Heptane-6-carboxylic acid C(C)(C)(C)OC(=O)N1CC2(C1)CC(C2)C(=O)O